3-(3-fluoro-pyridin-4-yl)-5-(1-methyl-1H-pyrazol-4-yl)thieno[3,2-b]pyridine FC=1C=NC=CC1C1=CSC=2C1=NC(=CC2)C=2C=NN(C2)C